NC(C(=O)NCCCN1CCN(CC1)CCCNC(C(CCCNC(=N)N)N)=O)CCCNC(=N)N 2-Amino-5-guanidino-pentanoic acid (3-{4-[3-(2-amino-5-guanidino-pentanoylamino)-propyl]-piperazin-1-yl}-propyl)-amide